1-(4-Isopropoxy-3-nitrophenyl)-2-(4-phenylpiperazin-1-yl)ethan-1-one C(C)(C)OC1=C(C=C(C=C1)C(CN1CCN(CC1)C1=CC=CC=C1)=O)[N+](=O)[O-]